tert-butyl (R)-(4-methyl-3-((1-(2-(1-methyl-1H-pyrazol-4-yl)quinolin-4-yl)ethyl)carbamoyl)benzyl)carbamate CC1=C(C=C(CNC(OC(C)(C)C)=O)C=C1)C(N[C@H](C)C1=CC(=NC2=CC=CC=C12)C=1C=NN(C1)C)=O